N1=NC(=CC2=C1C1=C(CCC2)C=CC=C1)N1N=C(N=C1N)NC=1C=CC2=C(CC[C@H](CC2)NC2CCC2)C1 1-(6,7-dihydro-5H-benzo[6,7]cyclohepta[1,2-c]pyridazin-3-yl)-N3-((7S)-7-(cyclobutylamino)-6,7,8,9-tetrahydro-5H-benzo[7]annulene-2-yl)-1H-1,2,4-triazole-3,5-diamine